1-(3-(6-chloro-7-fluoro-3-(1H-imidazol-1-yl)-5-methoxy-1-methyl-1H-indol-2-yl)-1H-1,2,4-triazol-5-yl)-2,2,2-trifluoroethan-1-ol ClC1=C(C=C2C(=C(N(C2=C1F)C)C1=NNC(=N1)C(C(F)(F)F)O)N1C=NC=C1)OC